CC1=C(C=CC(=C1)C(=O)O)C1=CC(=C(C(=C1)C(N)=O)N)C1=CC=C(C=C1)S(N)(=O)=O methyl-4'-amino-5'-carbamoyl-4''-sulfamoyl-[1,1':3',1''-terphenyl]-4-carboxylic acid